N-((2-(1H-pyrazol-1-yl-5-d)phenyl)methyl-d2)-2-chloro-9-isopropyl-9H-purin-6-amine N1(N=CC=C1[2H])C1=C(C=CC=C1)C(NC1=C2N=CN(C2=NC(=N1)Cl)C(C)C)([2H])[2H]